N-{[1-({3,4-difluoro-2-[(2-fluoro-4-iodophenyl)amino]phenyl}carbonyl)-3-hydroxyazetidin-3-yl]methyl}methanesulfonamide FC=1C(=C(C=CC1F)C(=O)N1CC(C1)(O)CNS(=O)(=O)C)NC1=C(C=C(C=C1)I)F